3,5-dicyano-4-iodo-2-methyl-benzoic acid ethyl ester C(C)OC(C1=C(C(=C(C(=C1)C#N)I)C#N)C)=O